1-(6-(4-(aminomethyl)phenyl)-2,6-diazaspiro[3.3]hept-2-yl)ethan-1-one NCC1=CC=C(C=C1)N1CC2(CN(C2)C(C)=O)C1